ClC1=CC(=NC=C1C#N)NC(=O)[C@@H]1C[C@@H](CCC1)NC(OC(C)(C)C)=O Tert-butyl ((1R,3S)-3-((4-chloro-5-cyanopyridin-2-yl)carbamoyl)cyclohexyl)carbamate